N1(CCCC12CNCC2)C2=NC(=C1C(=N2)N(N=C1)C1=C(OCC(=O)O)C=C(C=C1)F)O 2-[2-[6-(1,7-diazaspiro[4.4]nonan-1-yl)-4-hydroxy-pyrazolo[3,4-d]pyrimidin-1-yl]-5-fluoro-phenoxy]acetic acid